ClC1=C(C(=CC=C1)Cl)N1C=2N(C3=C(C1=O)C=NC(=N3)NC3=CC(=C(C=C3)N3C[C@@H](N([C@@H](C3)C)C)C)C)CCN2 6-(2,6-dichlorophenyl)-2-((3-methyl-4-((3s,5r)-3,4,5-trimethylpiperazin-1-yl)phenyl)amino)-8,9-dihydroimidazo[1,2-a]pyrimido[5,4-e]pyrimidin-5(6H)-one